C(CCCCCC)OC1=CC=C(C=C1)C=CC(=O)C1=CC=C(C=C1)N=CC1=C(C=C(C=C1)O)O 3-[4-(Heptyloxy)phenyl]-1-[4-[(2,4-dihydroxybenzylidene)amino]phenyl]-2-propene-1-one